N-[[2-[[(3,3-difluorocyclobutyl)methyl-amino]methyl]-1H-indol-6-yl]methyl]-4-oxo-pyrido[1,2-a]pyrimidine-2-carboxamide FC1(CC(C1)CNCC=1NC2=CC(=CC=C2C1)CNC(=O)C=1N=C2N(C(C1)=O)C=CC=C2)F